bis(2-methyl-quinolinyl)(triphenylsiloxy)aluminum (III) CC1=NC2=CC=CC=C2C=C1[Al](O[Si](C1=CC=CC=C1)(C1=CC=CC=C1)C1=CC=CC=C1)C=1C(=NC2=CC=CC=C2C1)C